1-(oxetan-3-yl)-1H-1,2,3-triazole-4-carboxamide O1CC(C1)N1N=NC(=C1)C(=O)N